3-pyrroline-1-carboxylic acid ethyl ester C(C)OC(=O)N1CC=CC1